NC=1C(=CC(=C(C1)C(C(=O)N)=C)N(CCN1CCOCC1)C)OC (5-amino-4-methoxy-2-(methyl(2-morpholinoethyl)amino)phenyl)acrylamide